1-cis-3-(4-hydroxyphenyl)-4-(4-methoxyphenyl)chroman-7-ol OC1=CC=C(C=C1)C1COC2=CC(=CC=C2C1C1=CC=C(C=C1)OC)O